N1(CCCCC1)CCCOC1=CC=C(C=N1)C1=NC=2C=CC=CC2C=2N1N(C(C2C(C)C)=O)C (6-(3-(piperidin-1-yl)propoxy)pyridin-3-yl)-1-isopropyl-3-methylpyrazolo[1,5-c]quinazolin-2(3H)-one